(R)-[[2-(6-amino-9H-purin-9-yl)-1-methylethoxy]methyl]phosphonic acid bis(isopropoxycarbonyloxymethyl)ester fumarate C(\C=C\C(=O)O)(=O)O.C(C)(C)OC(=O)OCOP(OCOC(=O)OC(C)C)(=O)CO[C@@H](CN1C2=NC=NC(=C2N=C1)N)C